CC1(CCC(O1)C1=C(C=CC=C1OC)C(C(=O)O)N1CC(C1)OCCCCCC1=NC=2NCCCC2C=C1)C 2-(2-(5,5-dimethyltetrahydrofuran-2-yl)-3-methoxyphenyl)-2-(3-((5-(5,6,7,8-tetrahydro-1,8-naphthyridin-2-yl)pentyl)oxy)azetidin-1-yl)acetic acid